C(CC)N1CC(CC1)=O N-propyl-3-pyrrolidone